IC=1C(=C(C(=O)O)C(=CC1C)C)C 3-iodo-2,4,6-trimethylbenzoic acid